C(CCC)(=O)[O-].C(CCC)[P+](CCCC)(CCCC)CCCC tetra-n-butylphosphonium butyrate